NC1=NC(=C(C(=N1)N[C@H](CC(=O)OC(C)(C)C)CCCC)CC=1C=C(C(=O)OC)C=CC1OC)C methyl (S)-3-((2-amino-4-((1-(tert-butoxy)-1-oxoheptan-3-yl)amino)-6-methylpyrimidin-5-yl)methyl)-4-methoxybenzoate